FC(C(=O)O)(F)F.C1(CCCC1)N1N=CC(=C1)C=1C=C(C=C(C1)F)CN (3-(1-Cyclopentyl-1H-pyrazol-4-yl)-5-fluorophenyl)methanamine trifluoroacetate